(S)-4-(5-amino-1-(1-(but-2-ynyl)pyrrolidin-2-yl)imidazo[1,5-c]pyrimidin-3-yl)-N-(pyridin-2-yl)benzamide NC1=NC=CC=2N1C(=NC2[C@H]2N(CCC2)CC#CC)C2=CC=C(C(=O)NC1=NC=CC=C1)C=C2